C(C)(C)C=1SC2=C(N1)C(CC1(CCNCC1)C2)=O 2-Isopropyl-5H-spiro[benzo[d]thiazol-6,4'-piperidin]-4(7H)-one